[Si].FC(S(=O)(=O)O)(F)F trifluoro-methanesulfonic acid silicon